5-(2-ethoxy-3-pyridinyl)-1-isopropyl-N-[(3-methoxy-4-pyridinyl)methyl]-3-methyl-pyrazolo[4,3-b]pyridin-7-amine C(C)OC1=NC=CC=C1C1=CC(=C2C(=N1)C(=NN2C(C)C)C)NCC2=C(C=NC=C2)OC